(4-[4-hydroxyphenylisopropyl]phenoxy)methane OC1=CC=C(C=C1)C(C)(C)C1=CC=C(OC)C=C1